COC1=CC=C(COC=2C=NC3=CC=C(C=C3C2)B2OC(C(O2)(C)C)(C)C)C=C1 3-((4-methoxybenzyl)oxy)-6-(4,4,5,5-tetramethyl-1,3,2-Dioxaborolan-2-yl)quinoline